sodium (E)-4-(4-(dimethylamino)but-2-enamido)-3-methylbenzoate CN(C/C=C/C(=O)NC1=C(C=C(C(=O)[O-])C=C1)C)C.[Na+]